COC(C1=CC(=NC=C1SC1=CC(=CC=C1)Br)N)=O 2-Amino-5-[(3-bromophenyl)sulfanyl]isonicotinic acid methyl ester